FC1=CC=C(C=C1)C(CO)=CC1=C(C=CC=C1)Cl 2-(4-fluorophenyl)-3-(2-chlorophenyl)allyl alcohol